N1=CC(=CC=C1)CC1N2CCC(C1OC=1N=NC(=CC1)C=1NC=CC1)CC2 trans-2-(3-pyridylmethyl)-3-[6-(1H-pyrrol-2-yl)pyridazin-3-yl]oxy-quinuclidine